(S)-5-oxo-N-(((R)-tetrahydrofuran-2-yl)methyl)pyrrolidine-2-carboxamide O=C1CC[C@H](N1)C(=O)NC[C@@H]1OCCC1